3-(5-((2-(((5-methoxypyridin-2-yl)methyl)amino)cyclohexyl)oxy)-1-oxoisoindolin-2-yl)piperidine-2,6-dione COC=1C=CC(=NC1)CNC1C(CCCC1)OC=1C=C2CN(C(C2=CC1)=O)C1C(NC(CC1)=O)=O